C(C1=CC=CC=C1)(=O)C1=CC=C(OCCCCCCN2N=CNC2=O)C=C1 2,4-dihydro-2-(6-(4-benzoylphenoxy)-hexyl)-3H-1,2,4-triazol-3-one